5-chloro-2-(1,2,3,6-tetrahydropyridin-4-yl)pyrimidine hydrochloride Cl.ClC=1C=NC(=NC1)C=1CCNCC1